6-((6-acrylamidopyridin-2-yl)amino)-6-oxohexanoic acid C(C=C)(=O)NC1=CC=CC(=N1)NC(CCCCC(=O)O)=O